(3-methyl-5-p-cyanophenylamino-1H-pyrazol-1-yl)-5,6-dimethyl-4(3H)pyrimidinone CC1=NN(C(=C1)NC1=CC=C(C=C1)C#N)C1=NC(=C(C(N1)=O)C)C